ethyl-aspartate C(C)N[C@@H](CC(=O)[O-])C(=O)[O-]